3-bromo-N-methyl-5,6,7,8-tetrahydro-4H-pyrazolo[1,5-a][1,4]diazepin-2-amine BrC=1C(=NN2C1CNCCC2)NC